N[C@@]1(CN(C[C@H]1CCCB(O)O)S(NC(CN)(C)C)(=O)=O)C(=O)O |r| (rac)-trans-3-amino-1-(N-(1-amino-2-methylpropan-2-yl)sulfamoyl)-4-(3-boronopropyl)pyrrolidine-3-carboxylic acid